3,5-difluoro-N-methyl-4-(7-methyl-3-((3-oxo-4-morpholinyl)methyl)imidazo[1,2-a]pyridin-2-yl)benzamide FC=1C=C(C(=O)NC)C=C(C1C=1N=C2N(C=CC(=C2)C)C1CN1C(COCC1)=O)F